2-(2-phenoxy-acetylamino)-3-phenyl-propionic acid O(C1=CC=CC=C1)CC(=O)NC(C(=O)O)CC1=CC=CC=C1